2-cyclopropoxy-4-fluoro-nitrobenzene C1(CC1)OC1=C(C=CC(=C1)F)[N+](=O)[O-]